COC1=CC=C(C=C1)N1N=NC(=C1)C1=CC(=CC=C1)C=1N=NN(C1)C1=CC=C(C=C1)OC 1,3-bis(1-(4-methoxyphenyl)-1H-1,2,3-triazol-4-yl)benzene